3-(1,3-dioxoisoindolin-2-yl)-6,6-difluorobicyclo[3.1.0]hexane-1-carboxylate O=C1N(C(C2=CC=CC=C12)=O)C1CC2(C(C2C1)(F)F)C(=O)[O-]